[N+](=O)([O-])C=1C=C(OC2CCN(CC2)C2COC2)C=CC1[N+](=O)[O-] 4-(3,4-dinitrophenoxy)-1-(oxetan-3-yl)piperidine